3-iodo-1-(2-methoxyethyl)-4-methyl-1H-pyrazole IC1=NN(C=C1C)CCOC